C(CCCCCCCCCCCCCCC)(=O)OC[C@@H](OC(CCCCCCCCCCC)=O)COP(=O)(O)OCC[N+](C)(C)C 1-palmitoyl-2-lauroyl-sn-glycero-3-phosphorylcholine